3-chloro-5-isopropyl-8-(3-((methylsulfinyl)methyl)azetidine-1-yl)isoquinoline ClC=1N=CC2=C(C=CC(=C2C1)C(C)C)N1CC(C1)CS(=O)C